[Na+].OCC(CO)(CO)NCCS(=O)(=O)[O-] 2-[(tris(hydroxymethyl)methyl)amino]-1-ethanesulfonic acid sodium salt